FC(C1=CC=C(C=C1)[Si](OC)(OC)OC)(F)F 4-(trifluoromethyl)phenyltrimethoxysilane